dipentyl (E)-but-2-enediate C(\C=C\C(=O)OCCCCC)(=O)OCCCCC